8-chloro-1,4-dioxaspiro[4.5]dec-7-ene-7-carbaldehyde ClC1=C(CC2(OCCO2)CC1)C=O